dihydro-3-(2-(diallylamino) ethyl)-1H-indol-7-yl phosphate P(=O)(OC=1C=CC=C2C(CNC12)CCN(CC=C)CC=C)([O-])[O-]